2-bromo-5-nitro-pyridine BrC1=NC=C(C=C1)[N+](=O)[O-]